C(=O)(O)C1=CC=C(OC2=C(C=CC=C2)C2=CC=C(C=C2)OC2=CC=C(C=C2)C2=C(C=CC=C2)OC2=CC=C(C=C2)C(=O)O)C=C1 bis{4-(4-carboxyphenoxyphenyl) phenyl} ether